CC(C)(SCCC(=O)O)SCCC(=O)O 3'-(propane-2,2-diylbis(sulfanediyl))dipropionic acid